N1(N=CN=C1)CC(CC)O 1-(1H-1,2,4-triazol-1-yl)butan-2-ol